CN([C@@H]1CC[C@H](CC1)C1(OC2=C(O1)C(=CC(=C2C)C(=O)NCC=2C(NC(=CC2SC)C)=O)C2=CSC=C2)C)C 2-(trans-4-(dimethylamino)cyclohexyl)-2,4-dimethyl-N-((6-methyl-4-(methylthio)-2-oxo-1,2-dihydropyridine-3-yl)methyl)-7-(thiophen-3-yl)benzo[d][1,3]dioxol-5-carboxamide